4-(((8-(3-fluorophenyl)-2-methyl-3-oxo-3,4-dihydroquinoxalin-6-yl)methyl)piperazin-1-yl)-N-methylpyridineamide FC=1C=C(C=CC1)C=1C=C(C=C2NC(C(=NC12)C)=O)CC1N(CCNC1)C1=CC(=NC=C1)C(=O)NC